(R)-tert-butyl 3-((5-(4-isopropoxy-1,8-naphthyridin-2-yl)pentyl)oxy)pyrrolidine-1-carboxylate C(C)(C)OC1=CC(=NC2=NC=CC=C12)CCCCCO[C@H]1CN(CC1)C(=O)OC(C)(C)C